ClC=1C=C(C=C(C1)NS(=O)(=O)C)NC(=O)C1=CN(C(=C1)C)C1=NC=C(C=C1C)N1CC(C1)(F)F N-(3-chloro-5-(methylsulfonamido)phenyl)-1-(5-(3,3-difluoroazetidin-1-yl)-3-methylpyridin-2-yl)-5-methyl-1H-pyrrole-3-carboxamide